C(C)(C)(C)OC(=O)N1CC(C1)NC1=NC=CC2=CC=C(C=C12)C1=NOC(=N1)C 3-[[7-(5-methyl-1,2,4-oxadiazol-3-yl)-1-isoquinolinyl]amino]azetidine-1-carboxylic acid tert-butyl ester